3-(4-chloro-7-isopropyl-6-methyl-7H-pyrrolo[2,3-d]pyrimidin-5-yl)-5-cyclopropylisoxazole-4-carboxylic acid benzyl ester C(C1=CC=CC=C1)OC(=O)C=1C(=NOC1C1CC1)C1=C(N(C=2N=CN=C(C21)Cl)C(C)C)C